CS(=O)(=O)CCCN1N=CC(=C1)C=1N=C(C=2N(C1)N=CC2)C=2C=NN(C2)C(CC)CC 6-(1-(3-(methylsulfonyl)propyl)-1H-pyrazol-4-yl)-4-(1-(pentan-3-yl)-1H-pyrazol-4-yl)pyrazolo[1,5-a]pyrazine